(1aR,5aR)-2-(2-Fluoro-4-methanesulfonyl-phenyl)-1a,2,5,5a-tetrahydro-1H-2,3-diaza-cyclopropa[a]pentalene-4-carboxylic acid (1-phenyl-cyclopropyl)-amide C1(=CC=CC=C1)C1(CC1)NC(=O)C=1C=2C[C@@H]3[C@H](C2N(N1)C1=C(C=C(C=C1)S(=O)(=O)C)F)C3